FC=1C=CC2=C(CC(CC=3N2C(=NN3)[C@@H]3CC[C@H](CC3)OC3=NC=CC=C3)N)C1 8-fluoro-1-[trans-4-(pyridin-2-yloxy)cyclohexyl]-5,6-dihydro-4H-[1,2,4]Triazolo[4,3-a][1]Benzazepin-5-amine